3-fluoro-N-[8-fluoro-2-methylimidazo[1,2-a]pyridin-6-yl]-5-(4-methylpiperazin-1-yl)thiophene-2-carboxamide FC1=C(SC(=C1)N1CCN(CC1)C)C(=O)NC=1C=C(C=2N(C1)C=C(N2)C)F